C(C)(C)(C)[Si](OCCC(=C)B1OC(C(O1)(C)C)(C)C)(C)C Tert-Butyl-Dimethyl-((3-(4,4,5,5-Tetramethyl-1,3,2-Dioxaborolan-2-Yl)but-3-En-1-Yl)Oxy)Silane